C1(=CC=CC=C1)P(=S)(SC(CC1=CC=CC=C1)C)C1=CC=CC=C1 1-phenylpropan-2-yl diphenylphosphindithioate